C(C)(=O)C1=CN=C(S1)NC(C(C)C1=CC(=CS1)C=1C=CC(=NC1)C(C(=O)N)=C)=O (5-(5-(1-((5-acetylthiazol-2-yl)amino)-1-oxopropan-2-yl)thiophen-3-yl)pyridin-2-yl)acrylamide